2-((2-(2,6-dioxopiperidin-3-yl)-1,3-dioxo-2,3-dihydro-1H-benzo[de]isoquinolin-5-yl)oxy)acetic acid O=C1NC(CCC1N1C(C2=CC=CC=3C2=C(C1=O)C=C(C3)OCC(=O)O)=O)=O